O1CCNCC2=C1C=CC=C2 tetrahydro-1,4-benzoxazepine